[Zn].OC1=C(C=CC=C1)C=1OC2=C(N1)C=CC=C2.OC2=C(C=CC=C2)C=2OC1=C(N2)C=CC=C1 bis[2-(2-hydroxyphenyl)benzoxazole] zinc